FC=1C=C(C=C(C1CN1CCOCC1)F)C=1C=CC=C2N=CC(=NC12)C=1C=NN(C1)C1CCN(CC1)CC(=O)NCCCCNC1=C2C(N(C(C2=CC=C1)=O)C1C(NC(CC1)=O)=O)=O 2-(4-(4-(8-(3,5-difluoro-4-(morpholinomethyl)phenyl)quinoxalin-2-yl)-1H-pyrazol-1-yl)piperidin-1-yl)-N-(4-((2-(2,6-dioxopiperidin-3-yl)-1,3-dioxoisoindolin-4-yl)amino)butyl)acetamide